NC1=NC=2C=NC(=CC2C2=C1C=NN2C)C(=O)N(CC=2N=NC(=CC2)C(F)(F)F)CC 4-amino-N-ethyl-1-methyl-N-((6-(trifluoromethyl)-3-pyridazinyl)methyl)-1H-pyrazolo[4,3-c][1,7]naphthyridine-8-carboxamide